(S)-(4,5-dichloropyridin-2-yl)(2-(methoxymethyl)pyrrolidin-1-yl)methanone ClC1=CC(=NC=C1Cl)C(=O)N1[C@@H](CCC1)COC